ClC1=CC=C(CN2C=3N(C4=C(C2=O)CN(CC4)CC4=CC=CC=C4)N=CC3)C=C1 4-(4-chlorobenzyl)-7-benzyl-6,7,8,9-tetrahydropyrazolo[1,5-a]pyrido[3,4-e]pyrimidin-5(4H)-one